(6ar,10ar)-9-(hydroxymethyl)-6,6-dimethyl-3-(2-methyloctan-2-yl)-6h,6ah,7h,10ah-benzo[c]isochromen-1-ol OCC1=C[C@H]2C3=C(OC([C@@H]2CC1)(C)C)C=C(C=C3O)C(C)(CCCCCC)C